5-(((2S,3S)-3-((3,5-bis(trifluoromethyl)benzyl)oxy)-2-(4-hydroxy-3-(125I)iodophenyl)piperidin-1-yl)methyl)-2,4-dihydro-3H-1,2,4-triazol-3-one FC(C=1C=C(CO[C@@H]2[C@@H](N(CCC2)CC=2NC(NN2)=O)C2=CC(=C(C=C2)O)[125I])C=C(C1)C(F)(F)F)(F)F